COC(=O)C(CNCCC[Si](OC)(C)C)CC(=O)OC N-[2,3-bis(methoxycarbonyl)]propyl-3-aminopropyldimethylmethoxysilane